ClC=1C=C2C(=NC(=NC2=C(C1C1=CC(=CC2=CC=CC=C12)O)F)OCC1(CC1)CN(C)C)N1CC2CCC(C1)N2C(=O)OC(C)(C)C tert-butyl 3-[6-chloro-2-[[1-[(dimethylamino)methyl]cyclopropyl]methoxy]-8-fluoro-7-(3-hydroxy-1-naphthyl)quinazolin-4-yl]-3,8-diazabicyclo[3.2.1]octane-8-carboxylate